N-[2-[4-(hydroxymethyl)cyclohexyl]-6-(1-hydroxy-1-methyl-ethyl)indazol-5-yl]-6-(pentafluoro-sulfanyl)pyridine-2-carboxamide OCC1CCC(CC1)N1N=C2C=C(C(=CC2=C1)NC(=O)C1=NC(=CC=C1)S(F)(F)(F)(F)F)C(C)(C)O